C1=CC=CC2=NC3=CC=C(C=C3C=C12)B(O)O acridin-7-ylboronic acid